ClC1=CC2=C(C=N1)C(=NN2)C21CC(C2)(C1)C#N 3-(6-Chloro-1H-pyrazolo[4,3-c]pyridin-3-yl)bicyclo[1.1.1]pentane-1-carbonitrile